(3-Fluoro-bicyclo[1.1.1]pent-1-yl)-1-(2-methoxypyrimidin-5-yl)-1-((5-(trifluoromethyl)-1H-pyrazol-3-yl)methyl)urea FC12CC(C1)(C2)NC(N(CC2=NNC(=C2)C(F)(F)F)C=2C=NC(=NC2)OC)=O